methyl 3-[(1E)-cyclopropyl (hydroxyimino) methyl]-4-fluorobenzoate C1(CC1)\C(\C=1C=C(C(=O)OC)C=CC1F)=N/O